(S)-N-(1-(3-bromo-5-fluorophenyl)-2-hydroxyethyl)-4-(5-methyl-2-((1-methyl-1H-pyrazol-5-yl)amino)pyrimidin-4-yl)oxazole-2-carboxamide BrC=1C=C(C=C(C1)F)[C@@H](CO)NC(=O)C=1OC=C(N1)C1=NC(=NC=C1C)NC1=CC=NN1C